3-aminothieno[2,3-b]pyridine-2-carboxylic acid tert-butyl ester C(C)(C)(C)OC(=O)C1=C(C=2C(=NC=CC2)S1)N